C1(CC1)N1N=CC(=C1)[C@@H]1OCC[C@H](C1)C=1N=C(C2=C(N1)N=C(S2)C)C2=C(C=C(C=C2)F)F 5-[(2R,4R)-2-(1-cyclopropylpyrazol-4-yl)tetrahydropyran-4-yl]-7-(2,4-difluorophenyl)-2-methyl-thiazolo[4,5-d]pyrimidine